O=C1C=CC2=C(N1)C1=NC=CC=C1OC2 9-oxo-9,10-dihydro-6H-pyrano[3,2-b:4,5-b']dipyridine